[NH3+]CC(C)O 1-ammoniopropan-2-ol